C(C)C=1C=CC(=NC1OC)C12CN(C(C1)C2)C2CCN(CC2)C=2C=CC(=NC2F)C(=O)NC([2H])([2H])[2H] 5-(4-(4-(5-ethyl-6-methoxypyridin-2-yl)-2-azabicyclo[2.1.1]hexan-2-yl)piperidin-1-yl)-6-fluoro-N-(methyl-d3)picolinamide